2-fluoro-N-isobutoxy-5-methoxybenzamide FC1=C(C(=O)NOCC(C)C)C=C(C=C1)OC